Bis(2-pentylheptyl) 11-(2-(diethylamino)ethyl)-5,17-diheptyl-7,15-dioxo-6,8,14,16-tetraoxa-11-azahenicosanedioate C(C)N(CCN(CCOC(OC(CCCC(=O)OCC(CCCCC)CCCCC)CCCCCCC)=O)CCOC(OC(CCCC(=O)OCC(CCCCC)CCCCC)CCCCCCC)=O)CC